O1C(=NC=C1)C(=O)N\N=C\C1=C(C=CC=C1)B(O)O (E)-(2-((2-(oxazole-2-carbonyl)-hydrazineylidene)methyl)phenyl)boronic acid